COC(=O)N1CCCC2=NC(=CC=C12)C1(CCC1)C(NC1=CC=C(C=C1)F)=O Methyl-6-{1-[(4-fluorophenyl)carbamoyl]cyclobutyl}-3,4-dihydro-1,5-naphthyridin-1(2H)-carboxylat